FC(C=1C(=NC(=NC1C1=C(C=CC=C1)C)NS(=O)(=O)C=1C=NN(C1)C)OC1=CC=C(C=C1)C1CCN(CC1)C)F N-[5-(difluoromethyl)-4-[4-(1-methyl-4-piperidyl)phenoxy]-6-(o-tolyl)pyrimidin-2-yl]-1-methyl-pyrazole-4-sulfonamide